4-[[(2S,3R,4R,5S)-3-[2-(cyclobutoxy)-3,4-difluoro-phenyl]-4,5-dimethyl-5-(trifluoromethyl)tetrahydrofuran-2-carbonyl]amino]pyridine-2-carboxamide C1(CCC1)OC1=C(C=CC(=C1F)F)[C@@H]1[C@H](O[C@@]([C@@H]1C)(C(F)(F)F)C)C(=O)NC1=CC(=NC=C1)C(=O)N